3-Bromo-7,8-dihydroquinolin-5(6H)-one oxime BrC=1C=NC=2CCCC(C2C1)=NO